COC1=NC(=NC(=C1)OC)NC(=O)NC1N=C(C=CN1OC)OC 1-(4,6-dimethoxypyrimidin-2-yl)-3-(3,6-dimethoxypyrimidin-2-yl)urea